(S)-10-((4-chloro-2-oxopyridin-1(2H)-yl)methyl)-10-hydroxy-7-azaspiro[4.5]Decane-7-carboxylic acid tert-butyl ester C(C)(C)(C)OC(=O)N1CC2(CCCC2)[C@](CC1)(O)CN1C(C=C(C=C1)Cl)=O